5-(2-fluoro-5-methyl-4-(6-(trifluoromethyl)quinazolin-2-yl)phenyl)-3-methyl-6,7-dihydropyrazolo[1,5-a]pyrazin-4(5H)-one FC1=C(C=C(C(=C1)C1=NC2=CC=C(C=C2C=N1)C(F)(F)F)C)N1C(C=2N(CC1)N=CC2C)=O